NC1=C(C=CC(=C1C)Br)S(=O)(=O)C1=C(C(=O)OC)C=CN=C1 methyl 3-[(2-amino-4-bromo-3-methylphenyl)sulfonyl]isonicotinate